1-(2-(4-(tert-butyl)phenyl)-1H-benzo[d]imidazol-5-yl)-3-(5-methoxy-2,2-dimethyl-2H-chromen-6-yl)urea C(C)(C)(C)C1=CC=C(C=C1)C1=NC2=C(N1)C=CC(=C2)NC(=O)NC=2C(=C1C=CC(OC1=CC2)(C)C)OC